(R)-4-(1-(4-((3-(3-fluoro-4-methoxyphenyl)imidazo[1,2-a]pyrazin-8-yl)amino)-2-methylbenzoyl)piperidine-4-carbonyl)piperazine-2-carboxylic acid hydrochloride Cl.FC=1C=C(C=CC1OC)C1=CN=C2N1C=CN=C2NC2=CC(=C(C(=O)N1CCC(CC1)C(=O)N1C[C@@H](NCC1)C(=O)O)C=C2)C